CC1=C(NC=C1)C(=O)OC methyl 3-methylpyrrole-2-carboxylate